O1CCC(CC1)COC12CC3(CC(CC(C1)(C3)C)(C2)N2N=CC=C2)C 1-(5-(tetrahydropyran-4-ylmethoxy)-3,7-dimethyltricyclo[3.3.1.13,7]dec-1-yl)-1H-pyrazole